ClC1=CC2=C(C(=C(S2)C(=O)O)C2=C(C(=C(C(=C2)F)F)CC)F)C=C1 6-chloro-3-(3-ethyl-2,4,5-trifluorophenyl)-1-benzothiophene-2-carboxylic acid